Methylolpropane Triacrylate C(C=C)(=O)O.C(C=C)(=O)O.C(C=C)(=O)O.C(O)CCC